3-((tert-butyldimethylsilyl)oxy)-2-((4-methoxybenzyl)amino)-2-methylpropanenitrile [Si](C)(C)(C(C)(C)C)OCC(C#N)(C)NCC1=CC=C(C=C1)OC